diethyl 2,5-diisopropoxyterephthalate C(C)(C)OC1=C(C(=O)OCC)C=C(C(=C1)C(=O)OCC)OC(C)C